COC1=CC=C(CN(C2=NC=NN3C2=NC=C3C=3C=NNC3)CC3=CC=C(C=C3)OC)C=C1 N,N-bis(4-methoxybenzyl)-7-(1H-pyrazol-4-yl)imidazo[2,1-f][1,2,4]triazin-4-amine